COC(=O)C=1C=C2CCNC(C2=CC1)=O 1-oxo-1,2,3,4-tetrahydroisoquinoline-6-carboxylic acid methyl ester